ClC1=C(C=CC=C1)C(C(C)C=1N(C(C(=C(N1)C(=O)[O-])OC)=O)C)C1=NN=CN1C.[Li+] lithium 2-(1-(2-chlorophenyl)-1-(4-methyl-4H-1,2,4-triazol-3-yl)propan-2-yl)-5-methoxy-1-methyl-6-oxo-1,6-dihydropyrimidine-4-carboxylate